C(C1=CC=CC=C1)N1C=CC=2C(=NC(=CC21)NC=2SC(=CN2)C)OC2CN(CC2)C(C=C)=O 1-(3-((1-benzyl-6-((5-methylthiazol-2-yl)amino)-1H-pyrrolo[3,2-c]pyridin-4-yl)oxy)pyrrolidin-1-yl)prop-2-en-1-one